C1(CCCCN1)=O pentanolactam